N-(pyridin-2-ylmethyl)-5-(3-(6-(2-(3-(trifluoromethoxy)phenyl)acetamido)pyridazin-3-yl)pyrrolidin-1-yl)-1,3,4-thiadiazole-2-carboxamide N1=C(C=CC=C1)CNC(=O)C=1SC(=NN1)N1CC(CC1)C=1N=NC(=CC1)NC(CC1=CC(=CC=C1)OC(F)(F)F)=O